(S)-ethyl (2-((1-(5-(4-fluoro-3-methoxyphenyl)-1,2,4-oxadiazol-3-yl)-3-methylbutyl)carbamoyl)-4-methoxypyridin-3-yl) carbonate C(OCC)(OC=1C(=NC=CC1OC)C(N[C@@H](CC(C)C)C1=NOC(=N1)C1=CC(=C(C=C1)F)OC)=O)=O